(2R,3S,5R)-2-((bis(4-methoxyphenyl)(phenyl)methoxy)methyl)-5-(2,4-dioxo-5-(phenylcarbamoyl)-3,4-dihydropyrimidin-1(2H)-yl)tetrahydrofuran-3-yl (2-cyanoethyl) diisopropylphosphoramidite C(C)(C)N(P(O[C@@H]1[C@H](O[C@H](C1)N1C(NC(C(=C1)C(NC1=CC=CC=C1)=O)=O)=O)COC(C1=CC=CC=C1)(C1=CC=C(C=C1)OC)C1=CC=C(C=C1)OC)OCCC#N)C(C)C